C(C)(C)(C)OC(=O)N1CC2(CC2)[C@@H]([C@@H]1CC=1C(=C(C=CC1)C1=CC(=CC=C1)F)F)NS(N(C)C)(=O)=O (6S,7S)-6-((2,3'-difluoro-[1,1'-biphenyl]-3-yl)methyl)-7-((N,N-dimethylsulfamoyl)amino)-5-azaspiro[2.4]heptane-5-carboxylic acid tert-butyl ester